C(#CC)O Propynol